C(#N)C=1C=NN2C1C(=CC(=C2)C=2C=NN(C2)C)C(=O)C=2C=CC(=NC2)C(C(=O)N)=C (5-(3-cyano-6-(1-methyl-1H-pyrazol-4-yl)pyrazolo[1,5-a]pyridin-4-carbonyl)pyridin-2-yl)acrylamide